9-(4-((1-(3,3-Difluoropropyl)azetidin-3-yl)methyl)phenyl)-8-(2-methyl-3-(trifluoromethyl)phenyl)-6,7-dihydro-5H-benzo[7]annulen FC(CCN1CC(C1)CC1=CC=C(C=C1)C1=C(CCCC2=C1C=CC=C2)C2=C(C(=CC=C2)C(F)(F)F)C)F